4-(5-(1-methylazetidin-3-yl)-2,5-diazabicyclo[2.2.1]Hept-2-yl)-1H-benzo[d]Imidazole CN1CC(C1)N1C2CN(C(C1)C2)C2=CC=CC=1NC=NC12